C1(CC1)C(C=1C=C(C(=O)NCC2=NC=C3C=CC(=NC3=C2)C2=NC(=CC=C2)N2C[C@@H](O[C@@H](C2)C)C)C=CC1)O 3-(cyclopropyl(hydroxy)methyl)-N-((2-(6-((cis)-2,6-dimethylmorpholino)pyridin-2-yl)-1,6-naphthyridin-7-yl)methyl)benzamide